4-(Hydroxy(pyridin-4-yl)methyl)benzonitrile OC(C1=CC=C(C#N)C=C1)C1=CC=NC=C1